CN(CCC1(NN2C(NC(=C(C2C2=CC(=C(C=C2)C(F)(F)F)F)C(=O)NC=2C=C3C=CN=CC3=CC2)C)=C1)C(=O)N)C 2-(2-(dimethylamino)ethyl)-7-(3-fluoro-4-(trifluoromethyl)phenyl)-N6-(isoquinolin-6-yl)-5-methyl-4,7-dihydropyrazolo[1,5-a]pyrimidine-2,6-dicarboxamide